[Br-].OC1=C(C=C(C=C1)C)C1=C(CCC2[N+](CCCC2)(C)C)C=CC=C1 2-[2-(2-hydroxy-5-methyl-phenyl)-phenethyl]-N,N-dimethylpiperidinium bromide